7-amino-2,3,4,5-tetrahydro-3-methoxybenzo[b][1,4]oxazepine NC1=CC2=C(OCC(CN2)OC)C=C1